(5-tert-butoxycarbonyl-6,7-dihydro-4H-pyrazolo[1,5-a]pyrazin-2-yl)boronic acid C(C)(C)(C)OC(=O)N1CC=2N(CC1)N=C(C2)B(O)O